CC(CCCCC=C)(C)C trimethylheptene